CCCCCC/C=C\\C=C\\CC(=O)SCCNC(=O)CCNC(=O)[C@@H](C(C)(C)COP(=O)(O)OP(=O)(O)OC[C@@H]1[C@H]([C@H]([C@@H](O1)N2C=NC3=C(N=CN=C32)N)O)OP(=O)(O)O)O The molecule is a medium-chain unsaturated fatty acyl-CoA that results from the formal condensation of the thiol group of coenzyme A with the carboxy group of (3E,5Z)-dodecadienoic acid. It is a (3E,5Z)-dienoyl-CoA, a medium-chain fatty acyl-CoA and an unsaturated fatty acyl-CoA. It is a conjugate acid of a (3E,5Z)-dodecadienoyl-CoA(4-).